2-(3,4-Dimethoxyphenyl)-7-{4-[(2-methoxyethyl)amino]piperidin-1-yl}-9-methyl-4H-pyrido[1,2-a]pyrimidin-4-one COC=1C=C(C=CC1OC)C=1N=C2N(C(C1)=O)C=C(C=C2C)N2CCC(CC2)NCCOC